[Cu].[Mn].[Fe].[Ni] nickel-iron-manganese-copper salt